1-(3-(Furan-2-yl)phenyl)-N-(5-methylthiazol-2-yl)cyclopropane-1-carboxamide O1C(=CC=C1)C=1C=C(C=CC1)C1(CC1)C(=O)NC=1SC(=CN1)C